3-oxo-3-(pyridin-2-yl)propanoic acid ethylester C(C)OC(CC(C1=NC=CC=C1)=O)=O